ClC1=C(OCCC(C(=O)Cl)C)C(=CC(=C1)C(C)(C1=CC=C(C=C1)OCC1=NC(=NC=C1)SC)C)C#N 4-[2-chloro-6-cyano-4-[1-methyl-1-[4-[(2-methylsulfanylpyrimidin-4-yl)methoxy]phenyl]ethyl]phenoxy]-2-methyl-butanoyl chloride